3,5,5-trimethyl-3-(aminomethyl)-cyclohexylamine CC1(CC(CC(C1)(C)C)N)CN